1-(2,2-difluoroethyl)-5-methyl-6-(2-(6-(trifluoromethyl)pyridin-3-yl)-2,6-diazaspiro[3.4]octan-6-yl)-1,5-dihydro-4H-pyrazolo[3,4-d]pyrimidin-4-one FC(CN1N=CC2=C1N=C(N(C2=O)C)N2CC1(CN(C1)C=1C=NC(=CC1)C(F)(F)F)CC2)F